C(C)OC(=C)C1=C2C(=NC=C1)N(N=C2C(=O)N)C2=CC=C(C=C2)OC(F)(F)F 4-(1-ethoxyvinyl)-1-(4-(trifluoromethoxy)phenyl)-1H-pyrazolo[3,4-b]pyridine-3-carboxamide